(±)-4-ethyl-octanal C(C)[C@@H](CCC=O)CCCC |r|